Racemic-4-[3,3-difluoro-4-methyl-1-pyrimidin-2-yl-piperidine-4-carbonyl]-3,5-dihydro-2H-pyrido[3,4-f][1,4]oxazepine-9-carbonitrile FC1(CN(CC[C@@]1(C(=O)N1CCOC2=C(C1)C=NC=C2C#N)C)C2=NC=CC=N2)F |r|